CN(C(CN1C(N(C2=C(C1=O)C=CC(=N2)C(F)(F)F)C)=O)=O)C2CCCC1=CC=CC=C21 1,4-Dihydro-N,1-dimethyl-2,4-dioxo-N-(1,2,3,4-tetrahydro-1-naphthalenyl)-7-(trifluoromethyl)pyrido[2,3-d]pyrimidine-3(2H)-acetamide